C(C)(C)N1N=C(C=2C1=NC=NC2N)C2=CC=C(C=C2)[N+](=O)[O-] 1-isopropyl-3-(4-nitrophenyl)-1H-pyrazolo[3,4-d]pyrimidin-4-amine